(S)-1-(2-(2-chloro-5-cyanophenyl)-5,7-difluoro-4-oxo-1,4-dihydroquinolin-6-yl)-N,N-dimethylpiperidine-3-carboxamide ClC1=C(C=C(C=C1)C#N)C=1NC2=CC(=C(C(=C2C(C1)=O)F)N1C[C@H](CCC1)C(=O)N(C)C)F